C(C)(C)(C)OC(=O)N1C(CCC1)C1=NC2=CC=CC=C2C(=C1)Cl 2-(1-(tert-butoxycarbonyl)pyrrolidin-2-yl)-4-chloroquinoline